NC(C(=O)NS(=O)(=O)C=1C(=C(C(=CC1CCCCC)O)C1CCCC(=C1)C)O)CO 2-amino-N-((2,6-dihydroxy-5'-methyl-4-pentyl-1',2',3',4'-tetrahydro-[1,1'-biphenyl]-3-yl)sulfonyl)-3-hydroxypropanamide